(R)-6-((2-(4,4-difluoro-3-((2-hydroxyethyl)amino)piperidin-1-yl)-6-fluoro-1H-benzo[d]imidazol-1-yl)methyl)nicotinonitrile FC1([C@@H](CN(CC1)C1=NC2=C(N1CC1=NC=C(C#N)C=C1)C=C(C=C2)F)NCCO)F